C1(=CC=CC=C1)C(=O)C(C)(C)Br α-bromoisopropyl phenyl ketone